2-(2-methyl-1,3-dioxolan-2-yl)-N'-(3-methyltetrahydro-2H-pyran-4-yl)acethydrazide CC1(OCCO1)CC(=O)NNC1C(COCC1)C